2-(pyridin-3-yl)-2H-pyrazolo[3,4-f]pyrido[2,3-b][1,4]oxazepin-10(9H)-one N1=CC(=CC=C1)N1N=C2C(NC3=C(OC2=C1)N=CC=C3)=O